N,N-dimethyl-dodecyl-aminopropyl-trimethoxysilylammonium chloride [Cl-].C[N+](C)([Si](OCCCCCCCCCCCCC)(OC)OC)CCCN